dioleylphenol C(CCCCCCC\C=C/CCCCCCCC)C=1C(=C(C=CC1)O)CCCCCCCC\C=C/CCCCCCCC